ethyl 3-(3-bromophenyl)-2,3-dibromopropionate BrC=1C=C(C=CC1)C(C(C(=O)OCC)Br)Br